2-ethoxy-1,1,1,4,4,4-Hexafluoro-2-butene C(C)OC(C(F)(F)F)=CC(F)(F)F